ClC1=C(C(=O)NCC(=O)N[C@@H](CC(C)C)B2OC(C[C@@](O2)(C(=O)N(C)C)CC(=O)N(C)C)=O)C=C(C=C1)Cl (R)-2-((R)-1-(2-(2,5-dichlorobenzamido)acetamido)-3-methylbutyl)-4-(2-(dimethylamino)-2-oxoethyl)-N,N-dimethyl-6-oxo-1,3,2-dioxaborinane-4-carboxamide